6-(4-((2s,6S)-4-acryloyl-6-methyl-1-(methylsulfonyl)piperazin-2-yl)-6-chloropyridin-2-yl)-N-methyl-2-(trifluoromethyl)pyrimidine-4-carboxamide C(C=C)(=O)N1C[C@@H](N([C@H](C1)C)S(=O)(=O)C)C1=CC(=NC(=C1)Cl)C1=CC(=NC(=N1)C(F)(F)F)C(=O)NC